ClC=1C=C(C(=O)N2CC=3C(=NN4C3C(N(CC4)CC4=CNC3=CC=CC=C43)=O)CC2)C=CC1Cl 2-(3,4-Dichlorobenzoyl)-9-[(1H-indol-3-yl)methyl]-1,2,3,4,8,9-hexahydropyrido[4',3':3,4]-pyrazolo[1,5-a]pyrazin-10(7H)-one